C(#N)C[C@@H]1N(CCN(C1)C=1C2=C(N=C(N1)OC[C@H]1N(CCC1)C)CN(CC2)C2=CC=CC1=CC=CC(=C21)C)C(=O)OC(C)(C)C tert-Butyl (2S)-2-(cyanomethyl)-4-[7-(8-methyl-1-naphthyl)-2-[[(2S)-1-methylpyrrolidin-2-yl]methoxy]-6,8-dihydro-5H-pyrido[3,4-d]pyrimidin-4-yl]piperazine-1-carboxylate